ClC1=C(C=CC=C1)C(C)OC(=O)NC=1C=NN(C1C)C 4-[1-(o-Chlorophenyl)ethoxycarbonylamino]-1-methyl-5-methyl-1H-pyrazol